methyl 4-bromo-1-(2-trimethylsilylethoxymethyl)pyrrolo[2,3-b]pyridine-3-carboxylate Methyl-4-bromo-1H-pyrrolo[2,3-b]pyridine-3-carboxylate COC(=O)C1=CNC2=NC=CC(=C21)Br.BrC2=C1C(=NC=C2)N(C=C1C(=O)OC)COCC[Si](C)(C)C